8-[[4-[[[5-[[2,4-dichloro-5-(2-pyridyl)benzoyl]amino]-1-phenyl-pyrazole-3-carbonyl]amino]methyl]-2-pyridyl]amino]octanoic acid ClC1=C(C(=O)NC2=CC(=NN2C2=CC=CC=C2)C(=O)NCC2=CC(=NC=C2)NCCCCCCCC(=O)O)C=C(C(=C1)Cl)C1=NC=CC=C1